C1(CC(C(CC1)C(C)C)OC(C)C)C (+)-cis-2-menthoxypropane